FC1=C(CC2(CC(=NO2)CNC(=O)C2=NC=CC3=CC=CC=C23)C(=O)OCC)C(=CC=C1)F Ethyl 5-(2,6-difluorobenzyl)-3-((isoquinoline-1-carboxamido)methyl)-4,5-dihydroisoxazole-5-carboxylate